(R)-8-methyl-6-((2-methylmorpholinyl)methyl)-4H-chromen-4-one CC=1C=C(C=C2C(C=COC12)=O)CN1C[C@H](OCC1)C